ClC=1C=2N(C(=CN1)C(=O)O)C(=NC2)C 8-Chloro-3-methylimidazo[1,5-a]pyrazine-5-carboxylic acid